C(C)N1C=C(C(C2=CC(=C(C(=C12)F)N1CC(NCC1)C)F)=O)C(C=CC=1OC=CC1)=O 1-ethyl-6,8-difluoro-7-(3-methylpiperazin-1-yl)-3-[3-(furan-2-yl)acryloyl]quinolin-4(1H)-one